selenium lanthionine N[C@@H](CSC[C@H](N)C(=O)O)C(=O)O.[Se]